N-(4-(3-(5-(dimethylamino)naphthalene-1-sulfonylamino)phenyl)thiazol-2-yl)-4-methylbenzamide CN(C1=C2C=CC=C(C2=CC=C1)S(=O)(=O)NC=1C=C(C=CC1)C=1N=C(SC1)NC(C1=CC=C(C=C1)C)=O)C